C1(CC1)C(C(C(=O)NC1=CC=C(C=C1)C=1C(=NNC1C)C)C1=NN=C(N1)C=1N(N=CC1F)C)C1CC1 3,3-dicyclopropyl-N-[4-(3,5-dimethyl-1H-pyrazol-4-yl)phenyl]-2-[5-(4-fluoro-2-methyl-pyrazol-3-yl)-4H-1,2,4-triazol-3-yl]propanamide